FC(C1=NC(=NO1)C1=C(C(=O)O)C=CC=C1)(F)F [5-(trifluoromethyl)-1,2,4-oxadiazol-3-yl]Benzoic acid